BrC1=CC(=C(C=N1)S(=O)(=O)N1CC2(C3=CC(=CC(=C13)C)F)CC2)C 1'-[(6-bromo-4-methyl-3-pyridyl)sulfonyl]-5'-fluoro-7'-methyl-spiro[cyclopropane-1,3'-indoline]